Methyl 4-(2-(1,2-difluoroethyl)-3-fluorophenyl)-2-methyl-5-oxo-1,4,5,7-tetrahydrofuro[3,4-b]pyridine-3-carboxylate FC(CF)C1=C(C=CC=C1F)C1C2=C(NC(=C1C(=O)OC)C)COC2=O